CC1N(CCC(C1)C(=O)OC[C@]12C[C@H](CN2CC2(C1)CC2)F)C2=NC(=NO2)C2=CC=C(C=C2)C#N ((6'r,7a'r)-6'-fluorodihydro-1'H,3'H-spiro[cyclopropan-1,2'-pyrrolizine]-7a'(5'H)-yl)methanol methyl-1-(3-(4-cyanophenyl)-1,2,4-oxadiazol-5-yl)piperidine-4-carboxylate